1H-1,3-benzodiazole-2-carboxylic acid N1C(=NC2=C1C=CC=C2)C(=O)O